NCC1=NC(=NN1C1=CC(=C(C=C1)Cl)F)CO [5-(aminomethyl)-1-(4-chloro-3-fluorophenyl)-1,2,4-triazol-3-yl]methanol